BrC1=CC2=C(N(CC3=C(CCO2)C=CC=C3F)C(=O)OC(C)(C)C)N=C1Cl Tert-butyl 3-bromo-2-chloro-11-fluoro-7,12-dihydro-6H-pyrido[2,3-c][5,2]benzoxazonine-13-carboxylate